CC(C(=O)O)(C)C1=CC=C(C=C1)OC1=CC=C(C=C1)C(=O)N1CCCCC1 2-methyl-2-(4-(4-(piperidine-1-carbonyl)phenoxy)phenyl)propanoic acid